(S)-2-amino-N-(6-(benzylsulfanyl)pyridin-3-yl)-3-phenylpropanamide N[C@H](C(=O)NC=1C=NC(=CC1)SCC1=CC=CC=C1)CC1=CC=CC=C1